2-amino-9-((2R,3S,4S,5R)-4-fluoro-3-hydroxy-5-(hydroxymethyl)tetrahydrofuran-2-yl)-7-(4-(trifluoromethyl)benzyl)-7,9-dihydro-1H-purine-6,8-dione NC=1NC(C=2N(C(N(C2N1)[C@@H]1O[C@@H]([C@H]([C@H]1O)F)CO)=O)CC1=CC=C(C=C1)C(F)(F)F)=O